ClC=1C=C(C=C(C1N[C@@H](CSC1=CC=C(C=C1)F)CCN1CC(C1)F)Cl)S(=O)(=O)NC(=O)[C@@]12OCC[C@@H](OC1)C2 (1S,5R)-N-((3,5-DICHLORO-4-(((R)-4-(3-FLUOROAZETIDIN-1-YL)-1-((4-FLUOROPHENYL)THIO)BUTAN-2-YL)AMINO)PHENYL)SULFONYL)-2,6-DIOXABICYCLO[3.2.1]OCTANE-1-CARBOXAMIDE